(1-ethyl-6-(3-(methylsulfonyl)phenoxy)-1H-benzo[d]Imidazol-2-yl)-2,2,2-trifluoro-1-phenylethanol C(C)N1C(=NC2=C1C=C(C=C2)OC2=CC(=CC=C2)S(=O)(=O)C)C(C(F)(F)F)(O)C2=CC=CC=C2